ClC1=CC(=NC=N1)N(C(OC(C)(C)C)=O)CCC1=C(C=CC2=C(C=CC(=C12)F)OC)C#N Tert-butyl (6-chloropyrimidin-4-yl)(2-(2-cyano-8-fluoro-5-methoxynaphthalen-1-yl)ethyl)carbamate